(+/-)-4-(3-(1H-indol-4-yl)-1,4-oxazepan-4-yl)-6-methylpyrimidin-2-amine N1C=CC2=C(C=CC=C12)[C@@H]1COCCCN1C1=NC(=NC(=C1)C)N |r|